C(#N)C1(CN(C1)C1=NC(=CC2=C1N=C(N=C2)N[C@H]2[C@H](COC2)NC(C=C)=O)C2=C(C(=CC(=C2Cl)OC)OC)Cl)C N-((3R,4S)-4-((8-(3-cyano-3-methyl-azetidin-1-yl)-6-(2,6-dichloro-3,5-di-methoxyphenyl)pyrido[3,4-d]pyrimidin-2-yl)amino)tetrahydrofuran-3-yl)acrylamide